(R)-3-amino-1-(2-((6-amino-9H-purin-9-yl)methyl)-4-fluoro-3-(trifluoromethyl)phenyl)-N-(pyridazin-3-ylmethyl)pyrrolidine-3-carboxamide N[C@]1(CN(CC1)C1=C(C(=C(C=C1)F)C(F)(F)F)CN1C2=NC=NC(=C2N=C1)N)C(=O)NCC=1N=NC=CC1